C=12C(=CC=C3C=C4C=C5C=C6C=CC=CC6=CC5=CC4=CC13)C2 methanopentacene